ClC1=C(C=CC(=C1)Cl)C=1CCCC2=C(C1C1=CC=C(C=C1)C(OC)C1CN(C1)CCCF)C=CC(=C2)C(=O)O 8-(2,4-dichlorophenyl)-9-(4-((1-(3-fluoropropyl)azetidin-3-yl)(methoxy)methyl)phenyl)-6,7-dihydro-5H-benzo[7]annulene-3-carboxylic acid